NCCCCCOC(C(=C)C)=O 2-methyl-acrylic acid-5-aminopentyl ester